C(CCCCCCCCC)C(CO)CCCCO 2-decyl-1,6-hexanediol